N1=CC(=CC=C1)C(C)(C)NC(C)=O N-(2-(pyridin-3-yl)propan-2-yl)acetamide